6-trifluoromethylpyrazolo[4,3-c]Pyridine FC(C1=CC2=C(C=N1)C=NN2)(F)F